C(C)(C)(C)OC(=O)N1CC2(C1)CCC(CC2)OCC2(CC2)C(F)(F)F 7-[[1-(trifluoromethyl)cyclopropyl]methoxy]-2-azaspiro[3.5]nonane-2-carboxylic acid tert-butyl ester